FC1=CC(=CC2=C1N=C(S2)N(C2CCNCC2)C)C=2C=C(C=1N(C2)C=C(N1)C)C#N 6-{4-fluoro-2-[methyl-(piperidin-4-yl)amino]-1,3-benzothiazol-6-yl}-2-methylimidazo[1,2-a]pyridine-8-carbonitrile